4-[3-[2,6-Dichloro-4-(7-methoxy-5,9-dioxa-2-azaspiro[3.5]nonan-2-yl)benzoyl]-2,4-dihydro-1,3-benzoxazin-8-yl]-5-fluoro-2-(3-oxa-8-azabicyclo[3.2.1]octan-8-yl)benzoic acid ClC1=C(C(=O)N2COC3=C(C2)C=CC=C3C3=CC(=C(C(=O)O)C=C3F)N3C2COCC3CC2)C(=CC(=C1)N1CC2(C1)OCC(CO2)OC)Cl